2-trifluoromethoxyethanol tert-butyl-4-(4-(4-(4-oxo-4,5,6,7-tetrahydro-1H-pyrrolo[3,2-c]pyridin-2-yl)pyrimidin-2-yl)phenyl)piperazine-1-carboxylate C(C)(C)(C)C1N(CCN(C1)C1=CC=C(C=C1)C1=NC=CC(=N1)C1=CC=2C(NCCC2N1)=O)C(=O)OCCOC(F)(F)F